3-[(3-chloro-2-methoxyphenyl)amino]-2-(3-{2-[(1R,3R,5R)-2-(prop-2-enoyl)-2-azabicyclo[3.1.0]hexan-3-yl]ethynyl}pyridin-4-yl)-1H,5H,6H,7H-pyrrolo[3,2-c]pyridin-4-one ClC=1C(=C(C=CC1)NC1=C(NC2=C1C(NCC2)=O)C2=C(C=NC=C2)C#C[C@@H]2N([C@@H]1C[C@@H]1C2)C(C=C)=O)OC